(S)-8-(5,5-difluoro-3-((fluoromethyl)sulfonyl)-4-hydroxyl-4,5,6,7-tetrahydro-1H-indol-1-yl)-5-fluoro-1-naphthonitrile FC1([C@H](C=2C(=CN(C2CC1)C=1C=CC(=C2C=CC=C(C12)C#N)F)S(=O)(=O)CF)O)F